O=[S@]1COC2=C1C=CC(=C2)C=2C=NC(=NC2)OCC2CCN(CC2)C(=O)OC(C)(C)C tert-Butyl (R)-4-(((5-(3-oxido-2H-benzo[d][1,3]oxathiol-6-yl)pyrimidin-2-yl)oxy)methyl)piperidine-1-carboxylate